NC1=C(C(=NS1)C)C(=O)OC methyl 5-amino-3-methylisothiazole-4-carboxylate